6-(3-methoxypyridazin-4-yl)-9-((2-(trimethylsilyl)ethoxy)methyl)-9H-purine COC=1N=NC=CC1C1=C2N=CN(C2=NC=N1)COCC[Si](C)(C)C